C1(=CC=CC=C1)C1=CC=2N(C3=CC(=CC=C3C2C=C1)C1=CC=CC=C1)CCP(O)(O)=O (2-(2,7-diphenyl-9H-carbazol-9-yl)ethyl)phosphonic acid